N-(Azetidin-3-yl)-4-{[(2S*,4R*)-2-methyl-1-propionyl-1,2,3,4-tetrahydroquinolin-4-yl]amino}benzamide hydrochloride Cl.N1CC(C1)NC(C1=CC=C(C=C1)N[C@@H]1C[C@@H](N(C2=CC=CC=C12)C(CC)=O)C)=O |o1:14,16|